CC1=C(C(=C(C1[Hf]C1(C=CC2=CC=3CCCC3C=C12)C)C)C)C tetramethylcyclopentadienyl-(1-methyl-1,5,6,7-tetrahydro-s-indacenyl)hafnium